rac-6-bromo-3-((1S,2S*)-2-(4-methylpyrimidin-2-yl)cyclopropyl)quinolin BrC=1C=C2C=C(C=NC2=CC1)[C@@H]1[C@H](C1)C1=NC=CC(=N1)C |r|